FC=1C=C(C=CC1)CCC1=C(C(=O)N)C=CC=C1NC1=NC=C(C=N1)C1=CC=CC=C1 [2-(3-fluorophenyl)ethyl]-3-[(5-phenylpyrimidin-2-yl)amino]benzamide